N3-(6-chloro-4-methoxypyridin-3-yl)-3-(2-isopropylphenyl)-N1,N1-dimethylazetidine-1,3-dicarboxamide ClC1=CC(=C(C=N1)NC(=O)C1(CN(C1)C(=O)N(C)C)C1=C(C=CC=C1)C(C)C)OC